C(C)[C@H]1C(N(C=2C=NC(=NC2N1C)NCC=1C=NN(C1)CC1=CC(=C(C(=C1)F)F)F)C)=O (7S)-7-ethyl-5,8-dimethyl-2-(((1-(3,4,5-trifluorobenzyl)-1H-pyrazol-4-yl)methyl)amino)-7,8-dihydropteridin-6(5H)-one